1-(2-Chloroethyl)-imidazolidin-2-one ClCCN1C(NCC1)=O